4,6-dibromoindolol BrC1=C2C=C(NC2=CC(=C1)Br)O